2-(3-acetyl-5-bromo-1H-pyrrolo[2,3-c]pyridin-1-yl)-N-(2-((3-chloro-2-fluorophenylmethyl)amino)-2-oxoethyl)-N-cyclopropylacetamide C(C)(=O)C1=CN(C2=CN=C(C=C21)Br)CC(=O)N(C2CC2)CC(=O)NCC2=C(C(=CC=C2)Cl)F